1-(4-(4-(5-(2,6-difluorophenyl)-4,5-dihydroisoxazol-3-yl)thiazol-2-yl)piperidin-1-yl)-2-(5,6-dimethyl-1H-benzoimidazol-1-yl)ethan-1-one methyl-5-(4-chlorophenyl)-5-oxopentanoate COC(CCCC(=O)C1=CC=C(C=C1)Cl)=O.FC1=C(C(=CC=C1)F)C1CC(=NO1)C=1N=C(SC1)C1CCN(CC1)C(CN1C=NC2=C1C=C(C(=C2)C)C)=O